ClC1=CC=C2C(=C(N(C2=C1F)C=1C=NN(C1)CC)C#N)SC=1C=C(C(=O)O)C=CC1 3-((6-chloro-2-cyano-1-(1-ethyl-1H-pyrazol-4-yl)-7-fluoro-1H-indol-3-yl)thio)benzoic acid